BrC1=CC(=CC=2N(C(N(C21)C)=O)C2C(NC(CC2)=O)=O)Cl 3-(4-bromo-6-chloro-3-methyl-2-oxo-2,3-dihydro-1H-benzo[d]imidazol-1-yl)piperidine-2,6-dione